COC1=CC=C(C=C1)C1=NN2C=NC=3C(=CC=CC3C2=N1)C 2-(4-methoxyphenyl)-7-methyl[1,2,4]triazolo[1,5-c]quinazolin